tert-butyl 4-[2-[3-[[4-[(8-cyclopentyl-7-ethyl-5-methyl-6-oxo-7H-pteridin-2-yl) amino]-3-methoxy-benzoyl] amino] propoxy]ethoxy]piperidine-1-carboxylate C1(CCCC1)N1C(C(N(C=2C=NC(=NC12)NC1=C(C=C(C(=O)NCCCOCCOC2CCN(CC2)C(=O)OC(C)(C)C)C=C1)OC)C)=O)CC